C(#N)C=1C=C(C=C2C(CC3(CC3)OC12)(C)C)F 8-cyano-6-fluoro-4,4-dimethylspiro[chroman-2,1'-cyclopropane]